CC=1C(C2=CC=C(C=C2C(C1)=O)CCCCC)=O 2-methyl-6-pentyl-1,4-naphthoquinone